ClC(=O)C1CC(CCC1)C(=O)OC methyl 3-(chlorocarbonyl)cyclohexane-1-carboxylate